F[C@@](C(=O)NN1C(=NC2=CC(=CC=C2C1=O)C(F)(F)F)C(C)C)(C)C1=CC=CC=C1 (S)-2-Fluoro-N-(2-isopropyl-4-oxo-7-trifluoromethyl-4H-quinazolin-3-yl)-2-phenyl-propionamide